9-Benzyl-2,6-di(piperidin-1-yl)-9H-purine C(C1=CC=CC=C1)N1C2=NC(=NC(=C2N=C1)N1CCCCC1)N1CCCCC1